5-methylamino-1-(4-vinylbenzyl)-1H-1,2,4-triazole CNC1=NC=NN1CC1=CC=C(C=C1)C=C